FC1CCN(CC1)C=O (4-fluoropiperidin-1-yl)methanone